(e)-β-caryophyllene C/C/1=C\CCC(=C)[C@H]2CC([C@@H]2CC1)(C)C